O1C[C@@H](CC1)OC1=CC=C(C=C1)N1CC=2C(=NC=CC2C1=O)C1=C(C=CC=C1)OCC(F)(F)F 2-(4-{[(3R)-oxolan-3-yl]oxy}phenyl)-4-[2-(2,2,2-trifluoroethoxy)phenyl]-2,3-dihydro-1H-pyrrolo[3,4-c]pyridin-1-one